1-(tert-butoxycarbonyl)-2-methylpiperidine-4-carboxylic acid C(C)(C)(C)OC(=O)N1C(CC(CC1)C(=O)O)C